COC1=C(C=CC(=C1)C#C[Si](C)(C)C)[C@H](C)N (S)-1-(2-methoxy-4-((trimethylsilyl)ethynyl)phenyl)ethanamine